CP(=O)(O)O[C@@H]1[C@@H]([C@@H]([C@H](O1)COP(=O)(O)OP(=O)(O)OP(=O)(O)O)O)O The molecule is a ribose triphosphate that is alpha-D-ribose having a triphosphate group at position 5 as well as a methylphosphonate group at position 1. It is an organic phosphonate and a ribose triphosphate. It is a conjugate acid of an alpha-D-ribose 1-methylphosphonate 5-triphosphate(4-).